(2-(1-methyl-1H-pyrazol-5-yl)phenyl)methylamine CN1N=CC=C1C1=C(C=CC=C1)CN